1-(4-(3-chloro-7-(8-chloro-7-fluoronaphthalen-1-yl)-8-fluoro-1,6-naphthyridin-4-yl)piperazin-1-yl)prop-2-en-1-one ClC=1C=NC2=C(C(=NC=C2C1N1CCN(CC1)C(C=C)=O)C1=CC=CC2=CC=C(C(=C12)Cl)F)F